(R)-4-(7-amino-3-(1-(but-2-yl)pyrrolidin-3-yl)-4-oxo-4,5-dihydro-1H-pyrazolo[3,4-d]pyridazin-1-yl)-N-(pyridin-2-yl)benzamide NC1=NNC(C2=C1N(N=C2[C@H]2CN(CC2)C(C)CC)C2=CC=C(C(=O)NC1=NC=CC=C1)C=C2)=O